(5-(1-(7-(8-ethylnaphthalen-1-yl)-2-((tetrahydro-1H-pyrrolizin-7a(5H)-yl)methoxy)-5,6,7,8-tetrahydropyrido[3,4-d]pyrimidin-4-yl)piperidin-3-yl)-4-methyl-4H-1,2,4-triazol-3-yl)methanol C(C)C=1C=CC=C2C=CC=C(C12)N1CC=2N=C(N=C(C2CC1)N1CC(CCC1)C=1N(C(=NN1)CO)C)OCC12CCCN2CCC1